C(C)N(C(C1=CC=C(C=C1)C1=NC2=C(N1)C1=CC=CC=C1C=1C=CC=CC12)=O)CC N,N-diethyl-4-(1H-phenanthro[9,10-d]imidazole-2-yl)benzamide